ClC1=CC=C(CN2C3(CN(C3)C3=CC=CC=C3)C(N(C(C2=O)C)C(C)C)=O)C=C1 5-(4-chlorobenzyl)-8-isopropyl-7-methyl-2-phenyl-2,5,8-triazaspiro-[3.5]nonane-6,9-dione